(R)-pyrrolidine-1,3-dicarboxylic acid 3-benzyl 1-(tert-butyl) ester C(C)(C)(C)OC(=O)N1C[C@@H](CC1)C(=O)OCC1=CC=CC=C1